FC(C1=NN=C(O1)C1=CC=C2CN(C(C2=C1)=O)[C@@H]([C@@H](O)C1=CC=C(C=C1)F)C1=C(C=CC=C1)F)F |r| 6-[5-(difluoromethyl)-1,3,4-oxadiazol-2-yl]-2-[(1RS,2SR)-1-(2-fluorophenyl)-2-(4-fluorophenyl)-2-hydroxyethyl]-2,3-dihydro-1H-isoindol-1-one